C(C)(C)(C)OC(=O)N1CC(CC1)O 3-hydroxypyrrolidine-1-carboxylic acid (S)-tert-butyl ester